N-(3-(4-(benzo[b]thiophen-2-yl)phenyl)propyl)-6-methylnicotinamide S1C2=C(C=C1C1=CC=C(C=C1)CCCNC(C1=CN=C(C=C1)C)=O)C=CC=C2